2-(1-tert-butoxycarbonylazetidine-3-yl)acetic acid C(C)(C)(C)OC(=O)N1CC(C1)CC(=O)O